N1C=CC2=CC=C(C=C12)C1=NN2C(CN(CC2)C(=O)OC(C)(C)C)=C1C1=CC=NC=C1 tert-butyl 2-(1H-indol-6-yl)-3-(pyridin-4-yl)-6,7-dihydropyrazolo[1,5-a]pyrazine-5(4H)-carboxylate